ClC=1C=C(C=CC1)C1=CC=C(C=C1)CSC1=C(N=NN1)C(=O)O 5-(((3'-chloro-[1,1'-biphenyl]-4-yl)methyl)thio)-1H-1,2,3-triazole-4-carboxylic acid